N-[2-(2-chlorophenyl)-3-(4-chlorophenyl)-5,6,7,8-tetrahydrooxepino[3,2-c]pyrazol-8-yl]-2-(methylamino)acetamide ClC1=C(C=CC=C1)N1N=C2C(=C1C1=CC=C(C=C1)Cl)OCCCC2NC(CNC)=O